[Cl-].C[N+](CCCCCCCC)(CCO)CCO methyl-bis(2-hydroxyethyl)octyl-ammonium chloride